[2-(1-methyl-1H-pyrazol-5-yl)[1,2,4]triazolo[1,5-a]pyridin-6-yl]carbamic acid tert-butyl ester C(C)(C)(C)OC(NC=1C=CC=2N(C1)N=C(N2)C2=CC=NN2C)=O